COC(C1CCN(CC1)C1=CC=C(C=C1)C=1C=C2C(=NC1)NC=C2C(=O)C=2C(=C(C=CC2OC)NS(=O)(=O)N2C[C@@H](CC2)F)F)OC (3R)-N-[3-(5-{4-[4-(dimethoxymethyl)piperidin-1-yl]phenyl}-1H-pyrrolo[2,3-b]pyridine-3-carbonyl)-2-fluoro-4-methoxyphenyl]-3-fluoropyrrolidine-1-sulfonamide